C(C1=CC=CC=C1)(=O)NCC1=CC=2N(C=C1)N=CC2C(=O)NCC=2C=NC=CC2 5-(benzamidomethyl)-N-(pyridin-3-ylmethyl)pyrazolo[1,5-a]pyridine-3-carboxamide